2-(propylthio)acetonitrile C(CC)SCC#N